FC(C1=C(C=C2CCCNC2=C1)C(=O)OC)F methyl 7-(difluoromethyl)-1,2,3,4-tetrahydroquinoline-6-carboxylate